C(#N)C=1C=C(C=CC1)NC1=C2C=CN(C2=C(C=C1)C(=O)NC1(CC1)C1=CC=C(C(=O)O)C=C1)CC1=CC=C(C=C1)C(F)(F)F 4-(1-(4-((3-cyanophenyl)amino)-1-(4-(trifluoromethyl)benzyl)-1H-indole-7-carboxamido)cyclopropyl)benzoic acid